trifluoroacetyl-2-(2,6-dioxopiperidin-3-yl)-5-(piperazin-1-yl)-2,3-dihydro-1H-isoindole-1,3-dione FC(C(=O)C1=C2C(N(C(C2=CC=C1N1CCNCC1)=O)C1C(NC(CC1)=O)=O)=O)(F)F